7-(2-((2-ethyl-4-(3-(methylamino)pyrrolidin-1-yl)phenyl)amino)-5-(trifluoromethyl)pyrimidin-4-yl)-2,3-dihydro-5H-thieno[3,2-e][1,4]oxathiepine 1,1-dioxide C(C)C1=C(C=CC(=C1)N1CC(CC1)NC)NC1=NC=C(C(=N1)C1=CC=2S(CCOCC2S1)(=O)=O)C(F)(F)F